(5-(4,4,5,5-tetramethyl-1,3,2-dioxaborolan-2-yl)benzofuran-3-yl)methanol CC1(OB(OC1(C)C)C=1C=CC2=C(C(=CO2)CO)C1)C